C(C)(C)(C)OC(=O)N1CCC2(CC2C(=O)OCC)CC1 ethyl N-(tert-butoxycarbonyl)-6-azaspiro[2.5]octane-1-carboxylate